BrC=1SC=2C(N[C@@H](CN3C2C1OCC3)CO[Si](C)(C)C(C)(C)C)=O (S)-2-bromo-7-(((tert-butyldimethylsilyl)oxy)methyl)-4,5,7,8-tetrahydro-3-oxa-1-thia-5a,8-diazabenzo[cd]azulen-9(6H)-one